(3R)-3-[[(2S)-2-cyclohexyl-2-[[(2S,3S)-2-(9H-fluoren-9-ylmethoxycarbonylamino)-3-methylpentanoyl]-methylamino]acetyl]-methylamino]butanoic acid C1(CCCCC1)[C@@H](C(=O)N([C@@H](CC(=O)O)C)C)N(C)C([C@H]([C@H](CC)C)NC(=O)OCC1C2=CC=CC=C2C=2C=CC=CC12)=O